[4-(2-pyridyl) benzyl]-t-butyl hydrazinecarboxylate N(N)C(=O)OC(CCC1=CC=C(C=C1)C1=NC=CC=C1)(C)C